N-[(1H-benzotriazol-1-yl)(dimethylamino)methylene]-N-methyl-methylammonium N1(N=NC2=C1C=CC=C2)C(=[N+](C)C)N(C)C